(2R)-2-benzyl-N-(8-fluoro-2-methyl-3-quinolyl)-2,4-dimethyl-1-pentanamide C(C1=CC=CC=C1)[C@](C(=O)NC=1C(=NC2=C(C=CC=C2C1)F)C)(CC(C)C)C